ClC1=CC=C(S1)CC1=NN(C(=C1C1CCC1)NC(CC1CCC1)=O)C N-(3-((5-chlorothiophen-2-yl)methyl)-4-cyclobutyl-1-methyl-1H-pyrazol-5-yl)-2-cyclobutylacetamide